allyl-glycidylether C(C=C)OCC1CO1